2,4,6-Trifluoro-N-methyl-N-[6-(1-methyl-piperidine-4-carbonyl)-pyridin-2-yl]-benzamide FC1=C(C(=O)N(C2=NC(=CC=C2)C(=O)C2CCN(CC2)C)C)C(=CC(=C1)F)F